ClC1=C2C(=NC(=C1)N1C[C@H](N([C@@H](C1)C)C(=O)OC(C)(C)C)C)N(N=C2NC=2C=C(C=1N(C2)C=C(N1)C)F)C1OCCCC1 tert-butyl (2R,6R)-4-[4-chloro-3-[(8-fluoro-2-methyl-imidazo[1,2-a]pyridin-6-yl)amino]-1-tetrahydropyran-2-yl-pyrazolo[3,4-b]pyridin-6-yl]-2,6-dimethyl-piperazine-1-carboxylate